N-(4-aminophenyl)-3-(4-nitrophenyl)propanamide ethyl-2,2-diethoxyacetate C(C)OC(C(OCC)OCC)=O.NC1=CC=C(C=C1)NC(CCC1=CC=C(C=C1)[N+](=O)[O-])=O